(4-methoxybenzyl)amino-2-[(1-methyl-1H-pyrazol-4-yl)amino]pyrimidin-5-carboxamide COC1=CC=C(CNC2=NC(=NC=C2C(=O)N)NC=2C=NN(C2)C)C=C1